CC1([C@@H](CC1)NC(=O)C=1N=CSC1C)C N-[(1R)-2,2-dimethylcyclobutyl]-5-methyl-thiazole-4-carboxamide